C(C)N(CCN(CCOC(OC(CCCC(=O)[O-])CCCC(=O)OCCSCCCCCC)=O)CCOC(OC(CCCC(=O)[O-])CCCC(OCCSCCCCCC)=O)=O)CC 11-(2-(diethylamino)ethyl)-5,17-bis(4-(2-(hexylthio)ethoxy)-4-oxobutyl)-7,15-dioxo-6,8,14,16-tetraoxa-11-azahenicosanedioate